CC1=C(N=CN1)C dimethylimidazole